4-{[10-(4,5-dimethoxy-2-methyl-3,6-dioxocyclohex-1,4-dien-1-yl)decyl]oxy}benzene-1-thiocarboxamide COC=1C(C(=C(C(C1OC)=O)CCCCCCCCCCOC1=CC=C(C=C1)C(N)=S)C)=O